(1R*,2R*)-N-(4'-(morpholinomethyl)-[1,1'-biphenyl]-4-yl)-2-(pyridin-2-yl)cyclopropane-1-carboxamide O1CCN(CC1)CC1=CC=C(C=C1)C1=CC=C(C=C1)NC(=O)[C@H]1[C@@H](C1)C1=NC=CC=C1 |o1:22,23|